C(C)(C)(C)OC(=O)N1CC2(CC1=O)CCN(CC2)C(=O)OC(C)(C)C 3-oxo-2,8-diazaspiro[4.5]decane-2,8-dicarboxylic acid di-tert-butyl ester